N-(2,6-dichlorophenyl)-4-{5-[(1S,2S)-2-fluorocyclopropyl]-1,2,4-oxadiazol-3-yl}-4-methylpiperidine-1-carboxamide ClC1=C(C(=CC=C1)Cl)NC(=O)N1CCC(CC1)(C)C1=NOC(=N1)[C@H]1[C@H](C1)F